N1(C=NC=C1)C[C@@H]1C[C@@H](NC1)CONC(=O)[C@H]1N2C(N([C@H](CC1)C2)OS(=O)(=O)O)=O (2S,5R)-N-{[{2R,4R}-4-{1H-imidazol-1-ylmethyl}-pyrrolidin-2-yl]methyloxy}-7-oxo-6-(sulfooxy)-1,6-diazabicyclo[3.2.1]octane-2-carboxamide